Aminoflavon NC1=C(OC2=CC=CC=C2C1=O)C1=CC=CC=C1